(5-Chloro-3-methyl-1H-pyrazol-4-yl)-7-fluoro-4-isopropyl-6-(4,4,5,5-tetramethyl-1,3,2-dioxaborolan-2-yl)isoquinolin-1(2H)-one ClC1=C(C(=NN1)C)N1C(C2=CC(=C(C=C2C(=C1)C(C)C)B1OC(C(O1)(C)C)(C)C)F)=O